COC(C1=CC=C(C=C1)C=1NC=2N(C(C1)=O)N=C(C2)C2=C(C=CC=C2)OC)=O.F[B-](F)(F)F.C(C)OC(=O)C2=CC=C(C=C2)[N+]#N 4-(ethoxycarbonyl)benzenediazonium tetrafluoroborate methyl-4-(2-(2-methoxyphenyl)-7-oxo-4,7-dihydropyrazolo[1,5-a]pyrimidin-5-yl)benzoate